2,4-dichloro-6,7-dihydroquinazoline ClC1=NC2=CCCC=C2C(=N1)Cl